(3-(4-chlorophenyl)-4-phenyl-4,5-dihydro-1H-pyrazol-1-yl)((((4-chlorophenyl)sulfonyl)imino)methyl)piperidine-4-sulfonamide ClC1=CC=C(C=C1)C1=NN(CC1C1=CC=CC=C1)C1N(CCC(C1)S(=O)(=O)N)C=NS(=O)(=O)C1=CC=C(C=C1)Cl